1-((S)-1-acryloylpyrrolidin-3-yl)-3-(((S)-7-chloro-1-methyl-2,3-dihydro-1H-benzo[d]pyrrolo[1,2-a]imidazol-6-yl)ethynyl)-5-(methylamino)-1H-pyrazole-4-carboxamide C(C=C)(=O)N1C[C@H](CC1)N1N=C(C(=C1NC)C(=O)N)C#CC=1C(=CC2=C(N=C3N2[C@H](CC3)C)C1)Cl